C(C=C)(=O)N1[C@H](CN(CC1)C1=NC(=NC=2C[C@@H](CCC12)N1CCCC2=CC=C(C=C12)F)N1C[C@@H]([C@H](C1)OC)N(C)C)CC#N 2-((S)-1-Acryloyl-4-((R)-2-((3S,4S)-3-(dimethylamino)-4-methoxypyrrolidin-1-yl)-7-(7-fluoro-3,4-dihydroquinolin-1(2H)-yl)-5,6,7,8-tetrahydroquinazolin-4-yl)piperazin-2-yl)acetonitrile